N-(aminoethyl)aminopropyltriethoxysilane NCCNCCC[Si](OCC)(OCC)OCC